CC1(C(NC(NC1=O)=O)=O)C.[Na] Sodium dimethylbarbiturate